3-(3-(2-(6-nitroindolin-1-yl)-2-oxoethoxy)phenyl)propanoic acid [N+](=O)([O-])C1=CC=C2CCN(C2=C1)C(COC=1C=C(C=CC1)CCC(=O)O)=O